2-((2-(3-(dimethylamino)phenoxy)ethoxy)methyl)-N-(3-methoxybenzyl)pyridin-4-amine CN(C=1C=C(OCCOCC2=NC=CC(=C2)NCC2=CC(=CC=C2)OC)C=CC1)C